COC1=CC=C(C=C1)COC(C#C)C 1-methoxy-4-(1-methylprop-2-ynoxymethyl)benzene